N1(CCC1)C=1C2=C(N=C(N1)C)CN(C2)C(=O)OC2CN(C2)C2=NC(=NC=C2)C(F)(F)F 1-(2-(Trifluoromethyl)pyrimidin-4-yl)azetidin-3-yl 4-(azetidin-1-yl)-2-methyl-5,7-dihydro-6H-pyrrolo[3,4-d]pyrimidine-6-carboxylate